C(C)(C)(C)OC(=O)N[C@H](C(=O)OC)CC1=CC(=C(C=C1)C(NC)=O)F methyl (S)-2-((tert-butoxycarbonyl)amino)-3-(3-fluoro-4-(methylcarbamoyl)phenyl)propanoate